BrC1=C(C=C2C(=NC(=NC2=C1F)OC[C@]12CCCN2C[C@@H](C1)F)OCC(F)(F)F)F 7-Bromo-6,8-difluoro-2-(((2R,7aS)-2-fluorotetrahydro-1H-pyrrolizin-7a(5H)-yl)methoxy)-4-(2,2,2-trifluoroethoxy)quinazoline